3-chloro-4-((3,5-difluoropyridin-2-yl)methoxy)-2'-(1-(1-hydroxy-2-methylpropan-2-yl)-1H-pyrazol-3-yl)-5',6-dimethyl-2H-[1,4'-bipyridin]-2-one ClC=1C(N(C(=CC1OCC1=NC=C(C=C1F)F)C)C1=CC(=NC=C1C)C1=NN(C=C1)C(CO)(C)C)=O